COC=1N=C2C(=CC=NC2=CC1OC)OC1=CC=C(C=C1)NC(=O)C=1C=NC(=C(C1O)C=1OC=CC1)C N-[4-[(6,7-Dimethoxy-1,5-naphthyridin-4-yl)oxy]phenyl]-5-(furan-2-yl)-4-hydroxy-6-methylpyridine-3-carboxamide